dimethyl-norbornane dimethylenedicarbamate C(NCCNC(O)=O)(O)=O.CC1C2(CCC(C1)C2)C